tetrafluoro(malonic acid) phosphate P(=O)(O)(O)O.FOC(C(C(=O)OF)(F)F)=O